CN1CCN(CC1)CCN 2-(4-methylpiperazin-1-yl)ethylamine